NC1CCN(CC1)C1=C(C=NC2=CC=C(C=C12)C1=C(C(=CC(=C1)F)F)CNC([O-])=O)C1=CC(=CC(=C1)F)F N-{2-[4-(4-Aminopiperidin-1-yl)-3-(3,5-difluorophenyl)chinolin-6-yl]-4,6-difluorophenyl}methylcarbamat